C(CCC)N1C(N(C(C(C1=O)=C(N)N)=O)C1CCC2(CC3(N(C(N(C3=O)CC)=O)CCO)C2)CC1)=O 1-Butyl-5-(diaminomethylene)-3-[2-ethyl-4-(2-hydroxyethyl)-1,3-dioxo-2,4-diazadispiro[4.1.57.15]tridecan-10-yl]hexahydropyrimidine-2,4,6-trione